(2S)-N-[(1S)-1-[5-(2,4-difluorophenyl)-1H-imidazol-2-yl]ethyl]-N',N'-diethyl-2-(4-methylpentanoylamino)butanediamide FC1=C(C=CC(=C1)F)C1=CN=C(N1)[C@H](C)NC([C@H](CC(=O)N(CC)CC)NC(CCC(C)C)=O)=O